2,2-dimethyldihydro-2H-pyran-4(3H)-one CC1(OCCC(C1)=O)C